Methyl 6-deoxy-6-[(2R,3R,4R,5S)-3,4,5-trihydroxy-2-(hydroxymethyl)piperidino]-alpha-D-glucopyranoside O[C@@H]1[C@H](N(C[C@@H]([C@H]1O)O)C[C@@H]1[C@H]([C@@H]([C@H]([C@@H](OC)O1)O)O)O)CO